2-azabicyclo[3.1.0]hexane-3-carboxylic acid ethyl ester C(C)OC(=O)C1NC2CC2C1